2,2,10,10-tetramethyl-4-(sulfomethyl)-8-(sulfonatomethyl)-2,10-dihydro-1H-13-oxa-1,11-diazapentacen-11-ium CC1(NC2=CC=3OC4=CC5=[NH+]C(C=C(C5=CC4=CC3C=C2C(=C1)CS(=O)(=O)O)CS(=O)(=O)[O-])(C)C)C